(R)-N-(4-(1,3-dithiolan-2-yl)phenyl)-1-((4-formylbenzoyl)-D-prolyl)pyrrolidine-2-carboxamide S1C(SCC1)C1=CC=C(C=C1)NC(=O)[C@@H]1N(CCC1)C([C@@H]1N(CCC1)C(C1=CC=C(C=C1)C=O)=O)=O